4-((methylamino)methyl)benzonitrile CNCC1=CC=C(C#N)C=C1